C(C)C1CCC(CC1)=O 4-Ethylcyclohexanon